C1(CCCCC1)[C@@H]1[C@@H](C2=CC=C(C=C2CC1)O)C1=CC=C(C=C1)N1CCC(CC1)C=O 1-[4-[(1R,2R)-2-cyclohexyl-6-hydroxy-tetralin-1-yl]phenyl]piperidine-4-carbaldehyde